didodecyl (3,3'-thiodipropionate) S(CCC(=O)OCCCCCCCCCCCC)CCC(=O)OCCCCCCCCCCCC